CC1=C(CN2CCC(CC2)C(=O)OC)C(=CC(=C1)C1CN(C1)C1=CC=CC2=CC=CC=C12)C methyl 1-(2,6-dimethyl-4-(1-(naphthalen-1-yl) azetidin-3-yl) benzyl)-piperidine-4-carboxylate